6-Phenyl-1,5-diazabicyclo[3.1.0]hexane C1(=CC=CC=C1)C1N2CCCN12